N1N=C(C=C1)C#CC=1C=C(C=CC1)N(C(=O)[C@@H]1CC[C@H](CC1)O)C[C@@H]1CC[C@H](CC1)C1=CC(=C(C=C1)OC)C trans-N-(3-((1H-Pyrazol-3-yl)ethynyl)phenyl)-4-hydroxy-N-((trans-4-(4-methoxy-3-methylphenyl)cyclohexyl)methyl)cyclohexanecarboxamide